C(C)OC(=O)N1C2C=CC(C1C=1C=NC=CC1)CC2 3-(pyridin-3-yl)-2-azabicyclo[2.2.2]oct-5-ene-2-carboxylic acid ethyl ester